O=C(C[C@H]1N(CCOC1)CC(=O)OC(C)(C)C)N1CCN(CC1)C1=NC=C(C=N1)C(F)(F)F tert-butyl 2-[(3R)-3-[2-oxo-2-[4-[5-(trifluoromethyl)pyrimidin-2-yl] piperazin-1-yl]ethyl]morpholin-4-yl]acetate